N-cyclopropyl-5-[5-(3,5-dichlorophenyl)-4,5-dihydro-5-(trifluoromethyl)-3-isoxazolyl]-8-isoquinoline-carboxamide C1(CC1)NC(=O)C=1C=CC(=C2C=CN=CC12)C1=NOC(C1)(C(F)(F)F)C1=CC(=CC(=C1)Cl)Cl